CNC=1N=C(C(=NC1C=1C2=C(C=NC1)N(C=N2)C)C(=O)N)NC2=C(C(=C(C(=C2)F)N2[C@@H]1CO[C@H](C2)C1)F)F 5-(methylamino)-6-(3-methylimidazo[4,5-c]pyridin-7-yl)-3-[2,3,5-trifluoro-4-[(1S,4S)-2-oxa-5-azabicyclo[2.2.1]heptan-5-yl]anilino]pyrazine-2-carboxamide